1-(5-(((2S,4R)-2-methyl-1-(oxetan-2-ylmethyl)piperidin-4-yl)methyl)pyrazolo[1,5-a]pyridin-3-yl)dihydropyrimidine-2,4(1H,3H)-dione C[C@@H]1N(CC[C@H](C1)CC1=CC=2N(C=C1)N=CC2N2C(NC(CC2)=O)=O)CC2OCC2